FC1=C(C(=CC=C1)F)C=1OC(=NN1)N1[C@H](C2=C(CC1)NC=N2)C2=NN1C(C=CC=C1C)=C2 (R)-2-(2,6-difluorophenyl)-5-(4-(7-methylpyrazolo[1,5-a]pyridin-2-yl)-1,4,6,7-tetrahydro-5H-imidazo[4,5-c]pyridin-5-yl)-1,3,4-oxadiazole